N-[(4Z)-cyclooct-4-en-1-yl]-6-(fluoromethyl)pyridin-2-amine C1(CC\C=C/CCC1)NC1=NC(=CC=C1)CF